IC1=CC=C(C2=C1C=CO2)NC(=O)NC2=CC(=C(C=C2)OC2CCN(CC2)C)C(F)(F)F 1-(4-iodobenzofuran-7-yl)-3-(4-((1-methylpiperidin-4-yl)oxy)-3-(trifluoromethyl)phenyl)urea